C(C)C(CCOC(C)=O)CCC 3-Ethylhexylacetat